N-[(3S)-1-[4-chloro-6-(morpholin-4-yl)pyridin-2-yl]-2-oxopyrrolidin-3-yl]Carbamic acid tert-butyl ester C(C)(C)(C)OC(N[C@@H]1C(N(CC1)C1=NC(=CC(=C1)Cl)N1CCOCC1)=O)=O